N-(benzo[d]thiazol-2-yl)-4-(piperidin-4-ylmethyl)-2-(trifluoromethyl)benzamide S1C(=NC2=C1C=CC=C2)NC(C2=C(C=C(C=C2)CC2CCNCC2)C(F)(F)F)=O